C(C1=CC=CC=C1)OC1=C(C(=C2C[C@@H](N(C2=C1)C(=O)OC(C)(C)C)CNCC(CC)CC)F)N(C(C(F)(F)F)=O)CC(=O)OC(C)(C)C tert-butyl (2R)-6-(benzyloxy)-5-[(2-tert-butoxy-2-oxoethyl)(trifluoroacetyl)amino]-2-{[(2-ethylbutyl)amino]methyl}-4-fluoro-2,3-dihydro-1H-indole-1-carboxylate